FC1=C(C=CC(=C1)F)S(=O)(=O)SC=1C(=NC=C(C1)C=1C=C2C(=NC=NC2=CC1)N1CCN(CC1)C(\C=C\C(C)=O)=O)OC (E)-S-(2-methoxy-5-(4-(4-(4-oxopent-2-enoyl) piperazin-1-yl) quinazolin-6-yl) pyridin-3-yl) 2,4-difluorophenylthiosulfonate